FC=1C=CC(=C(CN2C(N(CC(C2)COCC(=O)N(C)C)C2=CC(=C(C=C2)OC)OCCCCC)=O)C1)OC 2-((1-(5-fluoro-2-methoxybenzyl)-3-(4-methoxy-3-(pentyloxy)phenyl)-2-oxohexahydropyrimidin-5-yl)methoxy)-N,N-dimethylacetamide